(1r,4r)-4-((3-chloro-4-cyanophenoxy)cyclohexyl)-6-(6-(hydroxymethyl)-2-azaspiro[3.3]hept-2-yl)pyridazine-3-carboxamide ClC=1C=C(OC2(CCCCC2)C2=C(N=NC(=C2)N2CC3(C2)CC(C3)CO)C(=O)N)C=CC1C#N